C1(CC1)C=1C=CC=2N(C1)C=C(N2)CNC2=CC(=NC=N2)NC(OC(CC)C2=CC(=CC=C2)Cl)=O 1-(3-chlorophenyl)propyl (6-(((6-cyclopropylimidazo[1,2-a]pyridin-2-yl)methyl)amino)pyrimidin-4-yl)carbamate